N-[2-(2-aminoethoxy)ethyl]-4-[[3-[1-cyclobutyl-3-(trifluoromethyl)pyrazol-4-yl]imidazo[1,2-a]pyrazin-8-yl]amino]-2-ethylbenzamide formate C(=O)O.NCCOCCNC(C1=C(C=C(C=C1)NC=1C=2N(C=CN1)C(=CN2)C=2C(=NN(C2)C2CCC2)C(F)(F)F)CC)=O